O=C1N[C@H]2[C@@H](N1)CSC2CCCCC(=O)[O-] 5-((3aS,6aR)-2-oxohexahydro-1H-thieno[3,4-d]imidazol-4-yl)pentanoate